BrC1=CC(=C(C(=O)NC2=NC(=NC(=C2)C)N2CCC(CC2)(F)F)C=C1)C1=CCC2(CC2)CC1 4-bromo-N-(2-(4,4-difluoropiperidin-1-yl)-6-methylpyrimidin-4-yl)-2-(spiro[2.5]oct-5-en-6-yl)benzamide